racemic-3-methyl-5-[(5RS)-5-(3,4,5-trichlorophenyl)-5-(trifluoromethyl)-4H-isoxazol-3-yl]thiophene-2-carboxylic acid CC1=C(SC(=C1)C1=NO[C@@](C1)(C(F)(F)F)C1=CC(=C(C(=C1)Cl)Cl)Cl)C(=O)O |r|